CN([C@H](C(=O)O)C1=C2[C@@H](CO[C@]3(COCCC3)C2=CC=C1)C)[C@@H]1C[C@H](CC1)OCCCCC1=NC=2NCCCC2C=C1 (S)-2-(methyl((1S,3S)-3-(4-(5,6,7,8-tetrahydro-1,8-naphthyridin-2-yl)butoxy)cyclopentyl)amino)-2-((1S,4S)-4-methyl-5',6'-dihydro-2'H,4'H-spiro[isochromane-1,3'-pyran]-5-yl)acetic acid